C(C)(C)(C)OC(=O)N[C@]1(CN(CC1)C1=C(C2=C(OC(O2)(F)F)C=C1)C=O)C(=O)OC methyl (R)-3-((tert-butoxycarbonyl)amino)-1-(2,2-difluoro-4-formylbenzo[d][1,3]dioxol-5-yl)pyrrolidine-3-carboxylate